ClC1=C(N=C(NC1=O)C1=C(N=CS1)C)N1C(CNCC1)C 5-chloro-4-[2-methylpiperazin-1-yl]-2-(4-methylthiazol-5-yl)-1H-pyrimidin-6-one